5-fluoro-1,3-indandione FC=1C=C2C(CC(C2=CC1)=O)=O